FC1=C(C=C2CCN(CC2=C1)C(CNC(\C=C\C1=CC=C(C=C1)C(F)(F)F)=O)=O)CC(=O)O 2-[7-fluoro-2-[2-[[(E)-3-[4-(trifluoromethyl)phenyl]prop-2-enoyl]amino]acetyl]-3,4-dihydro-1H-isoquinolin-6-yl]acetic acid